3-oxabicyclo[3.1.0]hexan C12COCC2C1